ClC=1C(=C(C(=NC1)C)F)CN1C(N([C@H](C2=CC=C(C=C12)C(=O)NCC1=C(C=C(C=C1F)F)F)C)C)=O (S)-1-((5-chloro-3-fluoro-2-methylpyridin-4-yl)methyl)-3,4-dimethyl-2-oxo-N-(2,4,6-trifluorobenzyl)-1,2,3,4-tetrahydroquinazolin-7-carboxamide